[N+](=O)([O-])C=1C=C(C(C=O)=C(C1)[2H])[2H] 4-nitrobenzaldehyde-2,6-d2